(S)-beta-asparagine C([C@@H](C(=O)N)N)C(=O)O